ClCCCOC1=CC=C(C=C1)C(CC1=NC(=C(C(=O)O)C=C1)N)=O 2-(4-(3-chloropropyloxy)phenyl)-2-oxoethyl-2-aminonicotinic acid